ClC=1C(=NC=C(C1)OCC1=CC=C(C=C1)F)N1C[C@@H](CCC1)NC(OC(C)(C)C)=O (R)-tert-butyl (1-(3-chloro-5-((4-fluorobenzyl)oxy)pyridin-2-yl)piperidin-3-yl)carbamate